C(C)(=O)N1CCN(CC1)C1=CC=C(C=C1)OC[C@@H]1O[C@@](OC1)(CN1C=NC=C1)C1=C(C=C(C=C1)Cl)Cl |r| (±)-cis-1-acetyl-4-{4-([2-(2,4-dichlorophenyl)-2-(1H-imidazol-1-ylmethyl)-1,3-dioxolan-4-yl]methoxy)phenyl}piperazine